1-cyanobutan C(#N)CCCC